(2-(2-chloro-5-(3,5-dimethyl-2,6-dioxo-4-thioxo-1,3,5-triazin-1-yl)-4-fluorophenoxy)acetyl)glycine methyl ester COC(CNC(COC1=C(C=C(C(=C1)N1C(N(C(N(C1=O)C)=S)C)=O)F)Cl)=O)=O